(Z)-hex-3-en-1-ol C(C\C=C/CC)O